8-Chloro-4-(4-methylpiperazin-1-yl)pyrido[2,3-e][1,2,4]triazolo[4,3-a]pyrazin ClC1=CC2=C(N=C(C=3N2C=NN3)N3CCN(CC3)C)N=C1